NC(CC(=O)O)CSC 3-AMINO-4-(METHYLTHIO)-BUTANOIC ACID